C(N)(=N)C=1C=C(SC1)CNC(=O)[C@H]1[C@@H](C[C@@H](C1)OC)C(CNC(C1=CC=C(C=C1)OC1=CC=CC=C1)=O)=O N-(2-((1R,2R,4S)-2-(((4-carbamimidoylthiophen-2-yl)methyl)carbamoyl)-4-methoxycyclopentyl)-2-oxoethyl)-4-phenoxybenzamide